2-chloro-N,N-dimethyl-4-((S)-1-(1-((R)-3,3,3-trifluoro-2-hydroxy-2-phenylpropanoyl)piperidin-4-yl)pyrrolidin-3-yloxy)benzamide ClC1=C(C(=O)N(C)C)C=CC(=C1)O[C@@H]1CN(CC1)C1CCN(CC1)C([C@@](C(F)(F)F)(C1=CC=CC=C1)O)=O